6-((3'-fluoro-2-oxo-2H-[1,2'-bipyridin]-3-yl)amino)-8-((4-methoxybenzyl)(methyl)amino)imidazo[1,2-b]pyridazine-3-carboxylic acid FC=1C(=NC=CC1)N1C(C(=CC=C1)NC=1C=C(C=2N(N1)C(=CN2)C(=O)O)N(C)CC2=CC=C(C=C2)OC)=O